FC(C=1C=CC(=NC1C)OC1CCC2(CN(C2)C(=O)C2CC(C2)(C)O)CC1)F (7-((5-(Difluoromethyl)-6-methylpyridin-2-yl)oxy)-2-azaspiro[3.5]nonan-2-yl)((1s,3s)-3-hydroxy-3-methylcyclobutyl)methanone